5-(3-((1-(4-(4-chloro-1,2-bis(4-hydroxyphenyl)but-1-en-1-yl)phenyl)piperidin-4-yl)methyl)-3,6-diazabicyclo[3.1.1]heptan-6-yl)-2-(2,6-dioxopiperidin-3-yl)isoindoline-1,3-dione ClCCC(=C(C1=CC=C(C=C1)O)C1=CC=C(C=C1)N1CCC(CC1)CN1CC2N(C(C1)C2)C=2C=C1C(N(C(C1=CC2)=O)C2C(NC(CC2)=O)=O)=O)C2=CC=C(C=C2)O